ClC1=NC(=CC=C1C(=O)NS(=O)(=O)C1=CC=CC(=N1)NCCC[C@H]1CC(N(C1)C(=O)OC(C)(C)C)(C)C)N1N=C(C=C1)OCCC(C1CCC1)C1CCC1 tert-butyl (4S)-4-[3-[[6-[[2-chloro-6-[3-[3,3-di(cyclobutyl)propoxy]pyrazol-1-yl]pyridine-3-carbonyl]sulfamoyl]-2-pyridyl]amino]propyl]-2,2-dimethyl-pyrrolidine-1-carboxylate